CS(=CC(CCCN1C=C(C=C1)C(=O)OC)=O)(=O)C Methyl 1-(5-(dimethyl(oxo)-λ6-sulfanylidene)-4-oxopentyl)-1H-pyrrole-3-carboxylate